2-[3-[(E)-2-(5-hydroxy-2-pyridyl)vinyl]-1-tetrahydropyran-2-yl-indole-6-yl]sulfanyl-N-methyl-benzamide OC=1C=CC(=NC1)/C=C/C1=CN(C2=CC(=CC=C12)SC1=C(C(=O)NC)C=CC=C1)C1OCCCC1